C(C)OC(=O)C=1C=C2SC=3C=CC=C(C3C(C2=CC1)=O)C(=O)OCCOC 6-ethoxycarbonyl-2-methoxyethoxycarbonyl-thioxanthone